F[C@H]1C[C@@]2(CCC(N2C1)=O)C(=O)OCC Ethyl (2S,7aS)-2-fluoro-5-oxotetrahydro-1H-pyrrolizine-7a(5H)-carboxylate